COC(C1=C(C(=C(C(=C1)Cl)F)NCC1=CC=C(C=C1)OC)C#N)=O 5-chloro-2-cyano-4-fluoro-3-((4-methoxybenzyl)amino)benzoic acid methyl ester